2-[5-(4-Ethoxyphenyl)-2H-1,2,3-triazol-4-yl]-8-methyl-2,3-dihydro-1H-quinazolin-4-one C(C)OC1=CC=C(C=C1)C=1C(=NNN1)C1NC2=C(C=CC=C2C(N1)=O)C